C(#N)C=1C=CC(=C(C1)C1=CC(=NC=C1C(=O)NC=1SC2=C(N1)CN(C2)C(C2=NC=C(C=C2)C)=O)C)OC 4-(5-Cyano-2-methoxyphenyl)-6-methyl-N-(5-(5-methyl-picolinoyl)-5,6-dihydro-4H-pyrrolo[3,4-d]thiazol-2-yl)nicotinamide